1-[2-fluoro-3-(1-methylcyclopropyl)phenyl]ethanone FC1=C(C=CC=C1C1(CC1)C)C(C)=O